C1(=CC=CC=C1)C1=NC=C(C=N1)N 2-phenylpyrimidin-5-amine